ClC1=C2C(=CNC2=C(C=C1)N1CCC(CC1)C1=CC=C(C=C1)OCCCCN1CCN(CC1)C1=CC2=C(C(=N1)OC)C(N(C2)C2C(NC(CC2)=O)=O)=O)C#N 4-Chloro-7-{4-[4-(4-{4-[2-(2,6-dioxopiperidin-3-yl)-4-methoxy-3-oxo-2,3-dihydro-1H-pyrrolo[3,4-c]pyridin-6-yl]piperazin-1-yl}butoxy)phenyl]piperidin-1-yl}-1H-indole-3-carbonitrile